ClC=1N=C(NC1C=1[C@H](CN(CC1)S(=O)(=O)NC(CO)CO)C)C1=NC=C(C=C1)F (3R)-4-[4-Chloro-2-(5-fluoro-2-pyridyl)-1H-imidazol-5-yl]-N-[2-hydroxy-1-(hydroxymethyl)ethyl]-3-methyl-3,6-dihydro-2H-pyridine-1-sulfonamide